methyl 2-methyl-2-(4-nitro-3-(oxetan-3-yloxy)-1H-pyrazol-1-yl)propanoate CC(C(=O)OC)(C)N1N=C(C(=C1)[N+](=O)[O-])OC1COC1